6-CHLORO-4-FLUOROPYRIDINE-3-BORONIC ACID ClC1=CC(=C(C=N1)B(O)O)F